(2S,5S)-4-(4,4-difluoro-1-methylcyclohexane-1-carbonyl)-2,3,4,5-tetrahydro-2,5-methanopyrido[3,4-f][1,4]oxazepine-9-carbonitrile FC1(CCC(CC1)(C(=O)N1C[C@H]2OC3=C([C@@H]1C2)C=NC=C3C#N)C)F